6-(2-amino-6-fluoro-5-(4-(1-(2-methoxyethyl)-2,5-dihydro-1H-pyrrol-3-yl)phenyl)pyridin-3-yl)-3,4-dihydroisoquinolin-1(2H)-one NC1=NC(=C(C=C1C=1C=C2CCNC(C2=CC1)=O)C1=CC=C(C=C1)C=1CN(CC1)CCOC)F